C(C1=CC=CC=C1)OCC[C@H](N)C(=O)OC(C)(C)C tert-butyl O-benzyl-L-homoserinate